silicon lithium [Li].[Si]